FC(COC1=NC(=NC=C1F)N1CCC(CC1)(OC)C(=O)N1CCOC2=C(C1)C=NC=C2F)F (1-(4-(2,2-difluoroethoxy)-5-fluoropyrimidin-2-yl)-4-methoxypiperidin-4-yl)(9-fluoro-2,3-dihydropyrido[3,4-f][1,4]oxazepin-4(5H)-yl)methanone